C1(CC1)NC1=CC=C(C(=N1)F)C1=C(C=NN1CC)C(=O)N[C@@H]1C(NC2=C(C(=N1)C1=CC=CC=C1)C=CC=C2F)=O 5-[6-(cyclopropylamino)-2-fluoropyridin-3-yl]-1-ethyl-N-[(3S)-9-fluoro-2-oxo-5-phenyl-1,3-dihydro-1,4-benzodiazepine-3-Yl]pyrazole-4-carboxamide